C(#N)[C@]1([C@H](C1)C(F)F)C(=O)NC=1C=CC(=NC1)C=1N=NN(C1NC(O[C@H](C)C=1C(=NC=C(C1)F)F)=O)C (R)-1-(2,5-difluoropyridin-3-yl)ethyl (4-(5-((1S,2S)-1-cyano-2-(difluoromethyl)cyclopropane-1-carboxamido)pyridin-2-yl)-1-methyl-1H-1,2,3-triazol-5-yl)carbamate